3,4-dichloro-6-(cyclopropoxy)-2-(2-methylpyrazol-3-yl)benzonitrile ClC=1C(=C(C#N)C(=CC1Cl)OC1CC1)C=1N(N=CC1)C